BrC1=CC2=C(N=C(O2)[C@H]2N(CCC2)C(=O)OC(C)(C)C)C(=C1)C(NC)=O tert-butyl (S)-2-(6-bromo-4-(methylcarbamoyl)benzo[d]oxazol-2-yl)pyrrolidine-1-carboxylate